N1=CC(=CC=C1)N1N=C2C=CC(=CC2=C1)C(=O)NCC1OCCC1 2-(3-pyridyl)-N-(tetrahydrofuran-2-ylmethyl)indazole-5-carboxamide